2-hydroxyisovaleric acid OC(C(=O)O)C(C)C